1-tetradecanoyl-2-(9Z-pentadecenoyl)-glycero-3-phosphocholine CCCCCCCCCCCCCC(=O)OC[C@H](COP(=O)([O-])OCC[N+](C)(C)C)OC(=O)CCCCCCC/C=C\CCCCC